OC1=C(C=C(C=C1I)CCC(=O)OCCCOC(CCC1=CC(=C(C(=C1)I)O)I)=O)I propane-1,3-diyl bis(3-(4-hydroxy-3,5-diiodophenyl)propanoate)